(S)-benzyl (3-((1-(3-chloro-6-(2-(diisopropylcarbamoyl)-4-fluorophenoxy)-1,2,4-triazin-5-yl)pyrrolidin-3-yl)methyl)-3-azaspiro[5.5]undec-9-yl)carbamate ClC=1N=NC(=C(N1)N1C[C@@H](CC1)CN1CCC2(CC1)CCC(CC2)NC(OCC2=CC=CC=C2)=O)OC2=C(C=C(C=C2)F)C(N(C(C)C)C(C)C)=O